2-[4-(3-(6-Methylpyridin-2-yl)-1-(pyridin-3-ylmethyl)-1H-pyrazol-4-yl)pyridin-2-yl]-5-(methylsulfonyl)-1,4,5,6-tetrahydropyrrolo[3,4-d]imidazole CC1=CC=CC(=N1)C1=NN(C=C1C1=CC(=NC=C1)C1=NC2=C(N1)CN(C2)S(=O)(=O)C)CC=2C=NC=CC2